ethylene glycol e-di(3-mercaptopropionate) SCCC(=O)OCCOC(CCS)=O